4-(1-(1,3-dihydroxypropan-2-yl)-1H-1,2,3-triazol-4-yl)butanoic acid OCC(CO)N1N=NC(=C1)CCCC(=O)O